3-(5-(4-(5-(4-((2R,3R,4S)-7-hydroxy-2-methyl-3-phenylchroman-4-yl)phenoxy)pentyl)piperazin-1-yl)-1-oxoisoindolin-2-yl)piperidine-2,6-dione OC1=CC=C2[C@@H]([C@@H]([C@H](OC2=C1)C)C1=CC=CC=C1)C1=CC=C(OCCCCCN2CCN(CC2)C=2C=C3CN(C(C3=CC2)=O)C2C(NC(CC2)=O)=O)C=C1